C(C(C)C)N1CCC(CC1)N1CCC(CC1)C=1C=C2C3=C(NC2=CC1)C1=C(OCC3C)C(=NC(=C1)C)C 9-(1'-isobutyl-[1,4'-bipiperidin]-4-yl)-2,4,7-trimethyl-7,12-dihydro-6H-pyrido[3',4':2,3]oxepino[4,5-b]indole